N-cyclopropyl-5-(4-((2-(difluoromethyl)-5-fluoro-3-oxo-3,4-dihydroquinoxalin-6-yl)methyl)piperazin-1-yl)-6-fluoropicolinamide C1(CC1)NC(C1=NC(=C(C=C1)N1CCN(CC1)CC=1C(=C2NC(C(=NC2=CC1)C(F)F)=O)F)F)=O